7,8-dichloro-6-(2,6-difluorophenyl)-1-methyl-4H-[1,2,4]Triazolo[4,3-a][1,4]Benzodiazepine ClC1=C(C=CC2=C1C(=NCC=1N2C(=NN1)C)C1=C(C=CC=C1F)F)Cl